C(C=C)(=O)OCCN(C)C 2-(N,N-dimethylamino)ethyl acrylate